4,4-Difluoro-1-methylcyclohexanecarboxylic acid ethyl ester C(C)OC(=O)C1(CCC(CC1)(F)F)C